OC1=C(N(C=CC1=O)C[C@H](C=1C=NC=CC1)O)C (S)-3-hydroxy-1-(2-hydroxy-2-(pyridin-3-yl)ethyl)-2-methylpyridin-4(1H)-one